1-(4-formylbenzoylamino)-N-(4-(6-methyl-1,2,4,5-tetrazin-3-yl)benzyl)-3,6,9,12-tetraoxapentadecane-15-amide C(=O)C1=CC=C(C(=O)NCCOCCOCCOCCOCCC(=O)NCC2=CC=C(C=C2)C=2N=NC(=NN2)C)C=C1